3-methyl-2-((methylamino)methyl)benzofuran-5-ol CC1=C(OC2=C1C=C(C=C2)O)CNC